(Z)-2-(4-(1-cyano-2-(4-hydroxyphenyl)ethyl)phenyl)-N-isobutylaminobenzofuran-3-carboxamide C(#N)C(CC1=CC=C(C=C1)O)C1=CC=C(C=C1)C=1OC2=C(C1C(=O)NNCC(C)C)C=CC=C2